1-((3R,4S)-3-((2-((1-cyclopropyl-1H-pyrazol-4-yl)amino)-7H-pyrrolo[2,3-d]pyrimidin-4-yl)oxy)-4-fluoropiperidin-1-yl)prop-2-en-1-one C1(CC1)N1N=CC(=C1)NC=1N=C(C2=C(N1)NC=C2)O[C@@H]2CN(CC[C@@H]2F)C(C=C)=O